NC1=NC=CC=C1C1=NC=2C(=NC=C(C2)C2=CC=CC=C2)N1C1=CC=C(CN2CCN(CC2)C2=CC(=C(C=O)C=C2)O)C=C1 4-(4-(4-(2-(2-Aminopyridin-3-yl)-6-phenyl-3H-imidazo[4,5-b]pyridin-3-yl)benzyl)piperazin-1-yl)-2-hydroxybenzaldehyde